2-((2-methylallyl)oxy)benzaldehyde CC(COC1=C(C=O)C=CC=C1)=C